Tetradecyl tridecanoate C(CCCCCCCCCCCC)(=O)OCCCCCCCCCCCCCC